2-(4-piperidyl)acetamide N1CCC(CC1)CC(=O)N